5-[7-(difluoromethyl)-6-(1-methylpyrazol-4-yl)-3,4-dihydro-2H-quinolin-1-yl]-1,3-dimethyl-7-piperazin-1-yl-quinolin-2-one FC(C1=C(C=C2CCCN(C2=C1)C1=C2C=C(C(N(C2=CC(=C1)N1CCNCC1)C)=O)C)C=1C=NN(C1)C)F